(5-chloro-2-((1-(2-hydroxyethyl)-1H-pyrazol-4-yl)amino)pyrimidin-4-yl)benzoic acid ClC=1C(=NC(=NC1)NC=1C=NN(C1)CCO)C1=C(C(=O)O)C=CC=C1